ClC=1C(=C(C(=C(C1)C(C)NC=1C2=C(N=CN1)SC=N2)OCC)C2CC(NC2)=O)F 4-{3-chloro-6-ethoxy-2-fluoro-5-[1-([1,3]thiazolo[5,4-d]pyrimidin-7-ylamino)ethyl]phenyl}pyrrolidin-2-one